CC1CCC(=O)O1 gamma-methyl-gamma-butyrolactone